C(C=C)(=O)O.C1C=CCCC1 cyclohex-2-ene acrylate